3-hydroxytetra-hydrofuran OC1COCC1